(E)-1-(2,6-Dihydroxy-4-prop-2-enoxyphenyl)-3-(4-prop-2-enoxyphenyl)prop-2-en-1-one OC1=C(C(=CC(=C1)OCC=C)O)C(\C=C\C1=CC=C(C=C1)OCC=C)=O